2-(3,5-dimethylphenyl)quinoline CC=1C=C(C=C(C1)C)C1=NC2=CC=CC=C2C=C1